(2S,4R)-6-chloro-4-hydroxy-N-(3-{5-[cis-3-(trifluoromethoxy)cyclobutyl]-4,5-dihydro-1,2-oxazol-3-yl}bicyclo[1.1.1]pent-1-yl)-3,4-dihydro-2H-1-benzopyran-2-carboxamide ClC=1C=CC2=C([C@@H](C[C@H](O2)C(=O)NC23CC(C2)(C3)C3=NOC(C3)[C@@H]3C[C@@H](C3)OC(F)(F)F)O)C1